Cl.N[C@@H](CS=C(N)O)CC1=CC=CC=C1 (R)-S-(2-Amino-3-phenylpropyl)carbamothioate hydrochloride